ClC1=CC=C(C=C1)CC(=O)C1=C(C(=O)O)C=CC=C1 2-(p-chlorophenylacetyl)benzoic acid